CC1(C(=C(C1)C1=C(C=CC=C1)NC(C)=O)C1=CC=C(C=C1)OCC1=CC=CC=C1)C N-(2-(3,3-dimethyl-2-(4-benzyloxyphenyl)cyclobut-1-en-1-yl)phenyl)acetamide